CC(COC(COC1=CC=CC=C1)=O)CC(C)(C)C 2,4,4-trimethylpentyl-2-phenoxyacetate